N-(4-((2-amino-3-(3-hydroxyprop-1-yn-1-yl)pyridin-4-yl)oxy)-3,5-difluorophenyl)-1-(pyridazine-3-yl)-5-(trifluoromethyl)-1H-pyrazole-4-carboxamide NC1=NC=CC(=C1C#CCO)OC1=C(C=C(C=C1F)NC(=O)C=1C=NN(C1C(F)(F)F)C=1N=NC=CC1)F